5-(4-(2-(2-(2-(4-(4-amino-3-(4-phenoxyphenyl)-1H-pyrazolo[3,4-d]pyrimidin-1-yl)piperidin-1-yl)ethoxy)ethoxy)ethyl)piperazin-1-yl)-2-(2,6-dioxopiperidin-3-yl)isoindoline-1,3-dione NC1=C2C(=NC=N1)N(N=C2C2=CC=C(C=C2)OC2=CC=CC=C2)C2CCN(CC2)CCOCCOCCN2CCN(CC2)C=2C=C1C(N(C(C1=CC2)=O)C2C(NC(CC2)=O)=O)=O